C(C)(C)(C)OC(=O)N1CC2C(CC1)CNC2 hexahydro-1H-pyrrolo[3,4-c]pyridine-5(6H)-carboxylic acid tert-butyl ester